OC(CNC=1N=CC2=C(N1)N1C(C(=C2)C=2C=C(C=CC2C)NC(=O)C2=NC=CC(=C2)C(F)(F)F)=NCC1)(C)C N-(3-(2-((2-hydroxy-2-methylpropyl)amino)-8,9-dihydroimidazo[1',2':1,6]pyrido[2,3-d]pyrimidin-6-yl)-4-methylphenyl)-4-(trifluoromethyl)pyridineamide